C1(CCCC1)NC(N(C=1C=C(C2=C(N=C(N=C2)NC2=CC=C(C=C2)N2CCN(CC2)C)N1)C#C[Si](C(C)C)(C(C)C)C(C)C)C)=O 3-cyclopentyl-1-methyl-1-(2-{[4-(4-methylpiperazin-1-yl)phenyl]amino}-5-[2-(triisopropylsilyl)ethynyl]pyrido[2,3-d]pyrimidin-7-yl)urea